N[N+]=1N=NN(C1N)C 1,5-Diamino-4-methyl-1,2,3,4-tetrazolium